6-chloro-5'-(5-chloro-2-methylphenyl)-2'-(2-ethoxy-4-methoxypyrimidin-5-yl)-3'-isopropyl-3'H-spiro[indoline-3,4'-pyrrolo[3,4-d]imidazole]-2,6'(5'H)-dione ClC1=CC=C2C(=C1)NC(C21N(C(C=2N=C(N(C21)C(C)C)C=2C(=NC(=NC2)OCC)OC)=O)C2=C(C=CC(=C2)Cl)C)=O